ClC=1C(=C(C=CC1Cl)NC1=NC=NC2=CC(=C(C=C12)NC(C=C)=O)C#CC1(COCC1)C)F N-(4-((3,4-dichloro-2-fluorophenyl)amino)-7-((3-methyltetrahydrofuran-3-yl)ethynyl)quinazolin-6-yl)acrylamide